C([C@@H]1[C@H]([C@@H]([C@H]([C@@H](O1)O)O)O[C@H]2[C@@H]([C@H]([C@@H]([C@H](O2)CO)O)O[C@H]3[C@@H]([C@H]([C@@H]([C@H](O3)CO)O)O[C@H]4[C@@H]([C@H]([C@@H]([C@H](O4)CO)O)O[C@H]5[C@@H]([C@H]([C@@H]([C@H](O5)CO[C@H]6[C@@H]([C@H]([C@@H]([C@H](O6)CO)O)O)O)O)O[C@H]7[C@@H]([C@H]([C@@H]([C@H](O7)CO)O)O[C@H]8[C@@H]([C@H]([C@@H]([C@H](O8)CO)O)O[C@H]9[C@@H]([C@H]([C@@H]([C@H](O9)CO)O)O[C@H]1[C@@H]([C@H]([C@@H]([C@H](O1)CO)O)O[C@H]1[C@@H]([C@H]([C@@H]([C@H](O1)CO[C@H]1[C@@H]([C@H]([C@@H]([C@H](O1)CO)O)O)O)O)O[C@H]1[C@@H]([C@H]([C@@H]([C@H](O1)CO)O)O[C@H]1[C@@H]([C@H]([C@@H]([C@H](O1)CO)O)O[C@H]1[C@@H]([C@H]([C@@H]([C@H](O1)CO)O)O[C@H]1[C@@H]([C@H]([C@@H]([C@H](O1)CO)O)O[C@H]1[C@@H]([C@H]([C@@H]([C@H](O1)CO)O)O)O)O)O)O)O)O)O)O)O)O)O)O)O)O)O)O The molecule is a beta-D-glucan consisting of [3)-beta-D-Glcp-(1->]15 in which the fifth and tenth glucosides from the reducing end are substituted at position 6 by beta-D-glucoside residues.